(thiophen-2-ylmethyl)-1H-imidazole-2-carboxylic acid S1C(=CC=C1)CN1C(=NC=C1)C(=O)O